ClC=1C=C2CCN(CC2=C(C1)[C@H]1N(CCC1)C(=O)[O-])C([C@](C(F)(F)F)(C)O)=O (S)-2-(6-chloro-2-((S)-3,3,3-trifluoro-2-hydroxyl-2-methylpropionyl)-1,2,3,4-tetrahydroisoquinolin-8-yl)pyrrolidine-1-carboxylate